[1-(benzenesulfonyl)-5-chloro-indol-4-yl]acetic acid ethyl ester C(C)OC(CC1=C2C=CN(C2=CC=C1Cl)S(=O)(=O)C1=CC=CC=C1)=O